3-((2S)-3-(8-(1,2-dimethyl-1H-imidazol-4-ylsulfonyl)-1-oxa-8-azaspiro[4.5]decan-3-ylamino)-2-hydroxypropoxy)-N-methylbenzenesulfonamide CN1C(=NC(=C1)S(=O)(=O)N1CCC2(CC(CO2)NC[C@@H](COC=2C=C(C=CC2)S(=O)(=O)NC)O)CC1)C